N-(2-(4-methylpiperazin-1-yl)ethyl)-4H-1,2,4-triazole-3-carboxamide CN1CCN(CC1)CCNC(=O)C1=NN=CN1